(S)-(4-(5-fluorobenzo[d]oxazol-2-yl)-6,7-dihydro-1H-imidazo[4,5-c]pyridin-5(4H)-yl)(4-(fluoromethyl)oxazol-5-yl)methanone FC=1C=CC2=C(N=C(O2)[C@H]2N(CCC3=C2N=CN3)C(=O)C3=C(N=CO3)CF)C1